1-(p-tolylsulfonyl)-6-(3-pyridyl)pyrrolo[2,3-b]pyridine C1(=CC=C(C=C1)S(=O)(=O)N1C=CC=2C1=NC(=CC2)C=2C=NC=CC2)C